N[C@@]1(CN(CC1)C1=C(C=NC=C1C1=CC(=CC(=C1)F)F)C(=O)NCC(F)(F)F)C 4-[(3S)-3-amino-3-methylpyrrolidin-1-yl]-5-(3,5-difluorophenyl)-N-(2,2,2-trifluoroethyl)pyridine-3-carboxamide